C1(CC1)CN1CC[C@@]23CCNCC[C@@H]2[C@H]1CC1=CC=CC=C13 (5aS,6R,11bS)-14-(cyclopropylmethyl)-2,3,4,5,6,7-hexahydro-6,11b-(epiminoethano)naphtho[1,2-d]azepine